OC(COC1=CC=C(C=C1)C1(C2=CC=CC=C2C=2C=CC=CC12)C1=CC=C(C=C1)OCC(COC(C=C)=O)O)COC(C=C)=O 9,9-bis[4-(2-hydroxy-3-acryloxypropoxy)phenyl]fluorene